N-(3'-(2-aminopyrimidin-5-yl)-2-fluoro-4'-hydroxy-[1,1'-biphenyl]-4-yl)-4-Ethoxy-1-(4-fluorophenyl)-2-oxo-1,2-dihydropyridine-3-carboxamide NC1=NC=C(C=N1)C=1C=C(C=CC1O)C1=C(C=C(C=C1)NC(=O)C=1C(N(C=CC1OCC)C1=CC=C(C=C1)F)=O)F